(R)-2-(((1R,3s,5s)-8-oxabicyclo[3.2.1]oct-3-yl)oxy)-2-(2-(difluoromethoxy)phenyl)ethan-1-ol [C@H]12CC(C[C@H](CC1)O2)O[C@@H](CO)C2=C(C=CC=C2)OC(F)F